BrC=1C=C2C=C(C(N(C2=NC1)CC1=CC=C(C=C1)F)=O)C(=O)NC1=NC=CC=C1 6-bromo-1-(4-fluorophenylmethyl)-2-oxo-N-(pyridin-2-yl)-1,2-dihydro-1,8-naphthyridine-3-carboxamide